2-amino-N-[(1r,3s)-3-{[6-chloro-2-(trifluoromethyl)quinolin-4-yl]amino}cyclohexyl]pyridine-3-carboxamide didodecyl-3,3'-thiodipropionate C(CCCCCCCCCCC)OC(CCSCCC(=O)OCCCCCCCCCCCC)=O.NC1=NC=CC=C1C(=O)N[C@H]1C[C@H](CCC1)NC1=CC(=NC2=CC=C(C=C12)Cl)C(F)(F)F